1-(4-(7-(2,4-difluorophenyl)-6,8-difluoroquinazolin-4-yl)piperazin-1-yl)prop-2-en-1-one FC1=C(C=CC(=C1)F)C1=C(C=C2C(=NC=NC2=C1F)N1CCN(CC1)C(C=C)=O)F